C(C)(C)(C)OC(=O)N(C(OC(C)(C)C)=O)C1=NOC2=C1C(=CC(=C2)B2OC(C(O2)(C)C)(C)C)OC tert-Butyl (tert-butoxycarbonyl)(4-methoxy-6-(4,4,5,5-tetramethyl-1,3,2-dioxaborolan-2-yl)benzo[d]isoxazol-3-yl)carbamate